C(C)(C)(C)OC(=O)N1CCN(CC1)C1CN(C1)C1=C(C(=NC(=C1)Cl)C(F)(F)F)C#N.FC1=C(C=CC(=C1)S(=O)(=O)C1=CC=CC=C1)N1CCNCC1 1-(2-fluoro-4-(phenyl-sulfonyl)phenyl)piperazine tert-Butyl-4-(1-(6-chloro-3-cyano-2-(trifluoromethyl)pyridin-4-yl)azetidin-3-yl)piperazine-1-carboxylate